[Si](C)(C)(C(C)(C)C)O[C@@H]1C(N(CC1)CC1=CC=C(C=C1)C([2H])([2H])[2H])=O (S)-3-((tert-butyldimethylsilyl)oxy)-1-(4-(methyl-d3)benzyl)pyrrolidin-2-one